CNC(=O)C1=CC(=CC=2[C@H](COC21)C2=CC=CC=C2)C(=O)NC2=NN(C=N2)C |r| (+/-)-N7-Methyl-N5-(1-methyl-1H-1,2,4-triazol-3-yl)-3-phenyl-2,3-dihydrobenzofuran-5,7-dicarboxamid